(3R)-3-(4-Chlorophenyl)-2-[(5-chloropyridin-2-yl)methyl]-6-{[(3R)-3,4-dimethylpiperazin-1-yl]-2-hydroxypropan-2-yl}-3-methoxy-2,3-dihydro-1H-isoindol-1-on ClC1=CC=C(C=C1)[C@@]1(N(C(C2=CC(=CC=C12)C(C)(CN1C[C@H](N(CC1)C)C)O)=O)CC1=NC=C(C=C1)Cl)OC